C1=C(C=CC=2C(C3=CC=C(C=C3C(C12)=O)S(=O)(=O)[O-])=O)S(=O)(=O)[O-].[Na+].[Na+] sodium 9,10-anthraquinone-2,7-disulfonate